S(=O)(C=1NC=CN1)C=1NC=CN1 r-sulfinyldiimidazole